N-(4-(Tert-butyl)phenyl)-2-(2-(cyclohepta-1-en-1-yl)-5-ethyl-6-(4-(3-hydroxyisonicotinyl)piperazin-1-yl)-7-oxo-[1,2,4]triazolo[1,5-a]pyrimidin-4(7H)-yl)acetamide C(C)(C)(C)C1=CC=C(C=C1)NC(CN1C=2N(C(C(=C1CC)N1CCN(CC1)CC1=C(C=NC=C1)O)=O)N=C(N2)C2=CCCCCC2)=O